O.[Na] Sodium Water